(R)-(4-Fluorophenyl)(8-methyl-3-(3-methyl-1,2,4-thiadiazol-5-yl)-1-(1,2,3,6-tetrahydropyridine-4-yl)-5,6-dihydroimidazo[1,5-a]pyrazin-7(8H)-yl)methanone FC1=CC=C(C=C1)C(=O)N1[C@@H](C=2N(CC1)C(=NC2C=2CCNCC2)C2=NC(=NS2)C)C